tert-Butyl N-(2-hydroxy-1,1-dimethyl-pent-4-enyl)carbamate OC(C(C)(C)NC(OC(C)(C)C)=O)CC=C